NC1(C(C1)C=C)C(=O)O 1-AMINO-2-ETHENYLCYCLOPROPANECARBOXYLIC ACID